1-(4-(2-(4-methoxyphenyl)propan-2-yl)thiazol-2-yl)-3-(1-(6-(piperazin-1-yl)pyridin-3-yl)ethyl)urea COC1=CC=C(C=C1)C(C)(C)C=1N=C(SC1)NC(=O)NC(C)C=1C=NC(=CC1)N1CCNCC1